3'-(10-chloroanthracen-9-yl)-[1,1'-biphenyl] ClC1=C2C=CC=CC2=C(C2=CC=CC=C12)C=1C=C(C=CC1)C1=CC=CC=C1